N-[(2R)-2-methyl-6-morpholino-2-(trifluoromethyl)-3H-benzofuran-5-yl]pyrazolo[1,5-a]pyrimidine-3-carboxamide C[C@]1(OC2=C(C1)C=C(C(=C2)N2CCOCC2)NC(=O)C=2C=NN1C2N=CC=C1)C(F)(F)F